ClC1=CN=C2N1C=C(C=N2)C=2C=CN1N=C(N=CC12)NCCOC(C)C 5-(3-chloroimidazo[1,2-a]pyrimidin-6-yl)-N-(2-isopropoxyethyl)pyrrolo[2,1-f][1,2,4]triazin-2-amine